CC1(CCC2=C1C(=NN=C2N[C@H]2CN(CCC2)C)C2=C(C=C(C=C2)C(F)(F)F)O)C 2-(7,7-dimethyl-4-{[(3R)-1-methylpiperidin-3-yl]amino}-6,7-dihydro-5H-cyclopenta[d]pyridazin-1-yl)-5-(trifluoromethyl)phenol